5-[2-(3-Methylthiophenylamino)vinyl]-4-cyano-3-phenylisoxazole CSC=1C=C(C=CC1)NC=CC1=C(C(=NO1)C1=CC=CC=C1)C#N